ClC1=NN2C(N=CC3=C2C(O[C@@H]3C(=O)NC=3C=NC(=C(C3)Cl)N3N=CC=N3)(C)C)=C1 (S)-2-chloro-N-(5-chloro-6-(2H-1,2,3-triazol-2-yl)pyridin-3-yl)-8,8-dimethyl-6,8-dihydrofuro[3,4-e]pyrazolo[1,5-a]pyrimidine-6-carboxamide